(1r,6r)-8-oxa-3-azabicyclo[4.2.0]octan-7-one trifluoroacetate FC(C(=O)O)(F)F.[C@@H]12CNCC[C@H]2C(O1)=O